C12(CC3CC(CC(C1)C3)C2)CN2N=CC(=C2C)C=2C(=NC(=CC2)NCCCC2=C(N=NC(=C2C)Cl)Cl)C(=O)OCC ethyl 3-{1-[(adamantan-1-yl)methyl]-5-methyl-1H-pyrazol-4-yl}-6-{[3-(3,6-dichloro-5-methylpyridazin-4-yl)propyl]amino}pyridine-2-carboxylate